2-methyl-9-oxo-11-{4-[(1-oxohexyl) oxy] butyl}-2,8-diaza-5,10-dioxapentadec-15-yl hexanoate C(CCCCC)(=O)OCCCCC(OC(NCCOCCN(C)C)=O)CCCCOC(CCCCC)=O